N-[1-[3-(4-acetyltriazol-2-yl)pyrazin-2-yl]ethyl]-3,5-bis(trifluoromethyl)benzamide C(C)(=O)C1=NN(N=C1)C=1C(=NC=CN1)C(C)NC(C1=CC(=CC(=C1)C(F)(F)F)C(F)(F)F)=O